N1=CN=C2NC=NC2=C1C=1C(=NC=CC1)NC=1C=C(C=CC1C)NC(C1=NC=C(C(=C1)C(F)(F)F)CC)=O N-(3-((3-(9H-purin-6-yl)pyridin-2-yl)amino)-4-methylphenyl)-5-ethyl-4-(trifluoromethyl)picolinamide